(S)-2-((2-Methyl-3-((5-(methylthio)pyrimidin-2-yl)amino)propyl)amino)benzo[d]thiazole-6-sulfonamide C[C@H](CNC=1SC2=C(N1)C=CC(=C2)S(=O)(=O)N)CNC2=NC=C(C=N2)SC